NC1=CC=C(C=C1)C1CC(N(C1)C(=O)OC(C)(C)C)=O tert-butyl 4-(4-aminophenyl)-2-oxo-pyrrolidine-1-carboxylate